ClC=1C=C(C=CC1)[C@H](NC(=O)[C@@H]1CNC(C1)=O)C1=CC=C(C=C1)OC(F)(F)F (S)-N-((R)-(3-chlorophenyl)(4-(trifluoromethoxy)phenyl)methyl)-5-oxopyrrolidine-3-carboxamide